C(CP([O-])([O-])=O)P([O-])([O-])=O Ethylendiphosphonat